P(=O)(OCC(=O)C1=CNC2=CC=CC=C12)(OCC)OCC [2-(indol-3-yl)-2-oxo-ethyl] diethyl phosphate